COC(=O)N([C@H](C(=O)[O-])CC1=CC=NC=C1)C.[Li+] lithium (S)-2-((methoxycarbonyl)(methyl)amino)-3-(pyridin-4-yl)propanoate